FC1(CN(CC=2N=C(N=CC21)NC2=CC=C(C=C2)CS(=O)(=O)C)C2=C(C1=C(OCCN1C(=O)OC(C)(C)C)N=C2)C)F tert-butyl 7-(5,5-difluoro-2-{[4-(methanesulfonylmethyl)phenyl]amino}-5H,6H,7H,8H-pyrido[3,4-d]pyrimidin-7-yl)-8-methyl-1H,2H,3H-pyrido[2,3-b][1,4]oxazine-1-carboxylate